5-chloro-4-((4-chloro-2-(pyrrolidin-1-yl)phenyl)amino)-2-fluoro-N-(1,2,4-thiadiazol-5-yl)benzenesulfonamide ClC=1C(=CC(=C(C1)S(=O)(=O)NC1=NC=NS1)F)NC1=C(C=C(C=C1)Cl)N1CCCC1